1,2,4-tris(mercaptomethylthiothio)benzene SCSSC1=C(C=C(C=C1)SSCS)SSCS